tert-butyl 2-(((1S,2S)-2-(((tert-butyldiphenylsilyl)oxy)methyl)cyclopropyl)methoxy)acetate [Si](C1=CC=CC=C1)(C1=CC=CC=C1)(C(C)(C)C)OC[C@@H]1[C@H](C1)COCC(=O)OC(C)(C)C